N1=CN=CC(=C1)C=1C=CC=2N(C1)C(=CN2)C2=NC(=NC=C2)NC2=CC=C(C=N2)N2CCN(CC2)C(C)=O 1-(4-(6-((4-(6-(Pyrimidin-5-yl)imidazo[1,2-a]pyridin-3-yl)pyrimidin-2-yl)amino)pyridin-3-yl)piperazin-1-yl)ethan-1-one